1-(4-(1-hydroxycyclobutyl)pyridine-2-yl)-N-(1-methyl-1H-indazol-7-yl)-1H-pyrazole-4-sulfonamide OC1(CCC1)C1=CC(=NC=C1)N1N=CC(=C1)S(=O)(=O)NC=1C=CC=C2C=NN(C12)C